C(C)(=O)N1CC[C@@H]2N(C([C@H](C1)NC(=O)C=1NC3=CC=C(C=C3C1)C(F)(F)P(O)(O)=O)=O)[C@@H](CC2)C(NC2(CC2)C2=CC=CC=C2)=O ((2-(((5S,8S,10aR)-3-acetyl-6-oxo-8-((1-phenylcyclopropyl)carbamoyl)decahydropyrrolo[1,2-a][1,5]diazocin-5-yl)carbamoyl)-1H-indol-5-yl)difluoromethyl)phosphonic acid